CN1C(C(C=C(C=C1)C1=CC=CC=C1)=NO)=O 1-methyl-5-phenyl-1H-azepine-2,3-dione-3-oxime